(3s,5r)-4-(2-(tert-butoxy)-2-oxoethyl)-3,5-dimethylpiperazine-1-carboxylic acid tert-butyl ester C(C)(C)(C)OC(=O)N1C[C@@H](N([C@@H](C1)C)CC(=O)OC(C)(C)C)C